4-bromo-5-(2,4-difluorophenoxy)picolinic acid BrC1=CC(=NC=C1OC1=C(C=C(C=C1)F)F)C(=O)O